S-(2-((tert-butoxycarbonyl)amino)ethyl)-L-cysteine C(C)(C)(C)OC(=O)NCCSC[C@H](N)C(=O)O